N-(8,9-difluoro-6-oxo-1,2,3,4,5,6-hexahydrophenanthridin-1-yl)-N,4-dimethyl-1H-indole-2-carboxamide FC=1C=C2C(NC=3CCCC(C3C2=CC1F)N(C(=O)C=1NC2=CC=CC(=C2C1)C)C)=O